C(C)C(C(=O)[O-])(C(=O)[O-])CC.[Li+].[Li+] lithium 2,2-diethylpropanedioate